CN(C(CC1OC(C2=CC=CC=C12)=O)CC)C (2-(dimethylamino)butyl)-1(3H)-isobenzofuranone